(isobutyl-cyclopentadienyl)tris(ethylmethylamino)hafnium C(C(C)C)C1(C=CC=C1)[Hf](N(CC)C)(N(CC)C)N(C)CC